(4-((3-nitro-6-(trifluoromethoxy)pyridin-2-yl)amino)phenyl)methanol [N+](=O)([O-])C=1C(=NC(=CC1)OC(F)(F)F)NC1=CC=C(C=C1)CO